C(C)(=O)OC[C@H](NC([C@@H](NC(=O)C=1N=C(SC1)N1C[C@@H](CCC1)NC(=O)OCCOC)CO[Si](C)(C)C(C)(C)C)=O)C(=O)OC methyl O-acetyl-N-(O-(tert-butyldimethylsilyl)-N-(2-((R)-3-(((2-methoxyethoxy)carbonyl)amino)piperidin-1-yl)thiazole-4-carbonyl)-L-seryl)-L-serinate